COC(C=C)=O.C(C)(C)(C)C1=C(O)C=CC(=C1)O 2-tert-butylhydroquinone mono(methyl)acrylate